ClC1=C(C=CC=2C3=C(NC12)CCN(C3)C(=O)C3=NC=C(C=N3)NCCOC)Cl (6,7-dichloro-1,3,4,5-tetrahydro-2H-pyrido[4,3-b]indol-2-yl)(5-((2-methoxyethyl)amino)pyrimidin-2-yl)methanone